tert-Butyl 2-(2,5-bis(trifluoromethyl)phenyl)-6-chloro-1H-pyrrolo[3,2-c]pyridine-1-carboxylate FC(C1=C(C=C(C=C1)C(F)(F)F)C1=CC=2C=NC(=CC2N1C(=O)OC(C)(C)C)Cl)(F)F